The molecule is a diterpenoid of the class of daphnane-type terpenes. It is isolated from Trigonostemon reidioides and has been shown to exhibit insecticidal activity. It has a role as a metabolite and an insecticide. It is a benzoate ester, a diterpenoid, an epoxide, an ortho ester and a terpene lactone. C[C@H]1[C@@H]2CC[C@@H]1[C@@H](/C=C\\C=C\\C(=O)O[C@H]3CC[C@@H]4[C@@]3([C@@H]([C@@]5([C@@H](O5)[C@@H]6[C@]47[C@@H]([C@H]8[C@]([C@@H]6O[C@](O8)(O7)C9=CC=CC=C9)([C@](C2)(C)O)O)C)CO)O)O)OC(=O)C1=CC=CC=C1